N-(6-((8-(3-(2-(benzyloxy)ethyl)-2,4-dioxoimidazolidin-1-yl)-6-cyclopropylimidazo[1,2-a]pyridin-2-yl)methoxy)pyrimidin-4-yl)-2-(4-methylpyrimidin-2-yl)cyclopropane-1-carboxamide C(C1=CC=CC=C1)OCCN1C(N(CC1=O)C=1C=2N(C=C(C1)C1CC1)C=C(N2)COC2=CC(=NC=N2)NC(=O)C2C(C2)C2=NC=CC(=N2)C)=O